tetrabutyl-phosphine lysine salt N[C@@H](CCCCN)C(=O)O.C(CCC)P(CCCC)(CCCC)CCCC